4,4'-((4-ethoxyphenyl)methylene)bisphenol C(C)OC1=CC=C(C=C1)C(C1=CC=C(C=C1)O)C1=CC=C(C=C1)O